BrC=1C(=NC=C(C1)F)[N+](=O)[O-] 3-bromo-5-fluoro-2-nitropyridine